O=S.[Al].[Li] lithium aluminum oxysulfide